C1(CC1)C1=CC=C2C(=N1)C(CN2C2=NC(=NC=C2)NC=2C=C(C(=CC2OC)N(C)CCN(C)C)N)(C)C N4-(4-(5-cyclopropyl-3,3-dimethyl-2,3-dihydro-1H-pyrrolo[3,2-b]pyridin-1-yl)pyrimidin-2-yl)-N1-(2-(dimethylamino)ethyl)-5-methoxy-N1-methylbenzene-1,2,4-triamine